C(C1=CC=CC=C1)[C@H]1C[C@@H](N(C1)C(=O)OC(C)(C)C)C(=O)OCC1=CC=CC=C1 2-benzyl 1-(tert-butyl) (2R,4S)-4-benzylpyrrolidine-1,2-dicarboxylate